7-aza-1-hydroxybenzotriazole ON1N=NC2=C1N=CC=C2